2-(4-chlorobenzyl)-N3-(3,4,5-trifluorophenyl)quinoxaline-2,3-diamine ClC1=CC=C(CC2(NC3=CC=CC=C3N=C2NC2=CC(=C(C(=C2)F)F)F)N)C=C1